(1R,2S)-5'-methoxy-2-(3-{[2-methoxy-6-(3-oxa-8-azabicyclo[3.2.1]octane-8-carbonyl)pyridin-3-yl]amino}-1H-indazol-6-yl)spiro[cyclopropane-1,3'-indol]-2'(1'H)-one COC=1C=C2[C@]3(C(NC2=CC1)=O)[C@@H](C3)C3=CC=C1C(=NNC1=C3)NC=3C(=NC(=CC3)C(=O)N3C1COCC3CC1)OC